6-(4-ethyl-3-(hydroxymethyl)-5-oxo-4,5-dihydro-1H-1,2,4-triazol-1-yl)-7-fluoro-2-(4-fluoro-2-tolyl)-4-(prop-1-en-2-yl)isoquinolin-1(2H)-one C(C)N1C(=NN(C1=O)C=1C=C2C(=CN(C(C2=CC1F)=O)C1=C(C=CC(=C1)F)C)C(=C)C)CO